FC1=C(CN(C(C2=C(N=CC(=C2)F)OC)=O)C)C=CC=C1F N-(2,3-difluorobenzyl)-5-fluoro-2-methoxy-N-methylnicotinamide